COC=1C=CC=C2C=C(C=3N(C12)N=NN3)C(=O)OCC ethyl 9-methoxytetrazolo[1,5-a]quinoline-4-carboxylate